O=C1NC(CC[C@@H]1NC1=CC(=C(C(=C1)F)N1CCC(CC1)(O)CC(=O)OC(C)(C)C)F)=O tert-butyl 2-[1-[4-[[(3S)-2,6-dioxo-3-piperidyl]amino]-2,6-difluoro-phenyl]-4-hydroxy-4-piperidyl]acetate